FC(C(=O)O)(F)F.C(C)N ethan-1-amine 2,2,2-trifluoroacetate